FC1=CC=C(C=C1)NC(=O)C1(CC1)C(=O)NC1=CC=C(C=C1)OC1=CC=NC2=CC(=C(C=C12)NC(NC)=O)OC 1-N'-(4-fluorophenyl)-1-N-[4-[7-methoxy-6-(methylcarbamoylamino)-quinolin-4-yl]oxyphenyl]cyclopropane-1,1-dicarboxamide